tert-butyl (R)-3-(4-bromobenzyl)-3,4-dihydro-2H-pyrrole-5-carboxylate BrC1=CC=C(C[C@H]2CN=C(C2)C(=O)OC(C)(C)C)C=C1